2-(4-(6-((4-Cyano-2-fluorobenzyl)oxy)pyridin-2-yl)-2,5-difluorobenzyl)-4-(2-methoxyethoxy)-1-(oxetan-2-ylmethyl)-1H-benzo[d]imidazole-6-carboxylic acid C(#N)C1=CC(=C(COC2=CC=CC(=N2)C2=CC(=C(CC3=NC4=C(N3CC3OCC3)C=C(C=C4OCCOC)C(=O)O)C=C2F)F)C=C1)F